(2S,4R)-1-((S)-1-amino-17-(tert-butyl)-15-oxo-3,6,9,12-tetraoxa-16-azaoctadecan-18-oyl)-4-hydroxy-N-((S)-1-(4-(4-methylthiazol-5-yl)phenyl)ethyl)pyrrolidine-2-carboxamide hydrochloride Cl.NCCOCCOCCOCCOCCC(N[C@H](C(=O)N1[C@@H](C[C@H](C1)O)C(=O)N[C@@H](C)C1=CC=C(C=C1)C1=C(N=CS1)C)C(C)(C)C)=O